5-oxo-4-[[4-(pyrimidin-2-yl)phenyl]formamido]pentanoic acid O=CC(CCC(=O)O)NC(=O)C1=CC=C(C=C1)C1=NC=CC=N1